ClC=1C=CC=C2C=CC(=NC12)NC=1C=C2C(=NC1)OCO2 N-(8-chloroquinolin-2-yl)-[1,3]dioxolo[4,5-b]pyridin-6-amine